ClC=1N=C(C2=C(N1)N(C(=C2)C)S(=O)(=O)C2=CC=C(C)C=C2)NC2CC2 2-chloro-N-cyclopropyl-6-methyl-7-tosyl-7H-pyrrolo[2,3-d]pyrimidin-4-amine